FC(C(C(F)(F)F)(OC)[C@]1(CN(CC1)C(C)(C)C=1C=CC(=NC1)C)CCC=1SC=CC1)(F)F |o1:9| (R or S)-5-(2-(3-(1,1,1,3,3,3-hexafluoro-2-methoxypropan-2-yl)-3-(2-(thiophen-2-yl)ethyl)pyrrolidin-1-yl)propan-2-yl)-2-methylpyridine